ClC=1N=C2C(=NC1)NC=C2C2=NC(=C(C(=N2)N[C@@H]2[C@H](C1CCC2CC1)C(=O)OCC)F)N1C=CC=C1 (2S,3S)-ethyl 3-((2-(2-chloro-5H-pyrrolo[2,3-b]pyrazin-7-yl)-5-fluoro-6-(1H-pyrrol-1-yl) pyrimidin-4-yl)amino)bicyclo[2.2.2]octane-2-carboxylate